(S)-7'-(3,5-difluorophenyl)-1-(4-(trifluoromethyl)pyrimidin-2-yl)dihydro-1'H,3'H,5'H-spiro[piperidine-4,2'-pyrazolo[1,2-a]pyrazol]-1'-one FC=1C=C(C=C(C1)F)[C@@H]1CCN2N1C(C1(C2)CCN(CC1)C1=NC=CC(=N1)C(F)(F)F)=O